NC1=NN2C(C=C(C=C2)C=2C(=C(C(=O)NCC([C@@H](O)C3=CC=C(C=C3)F)(F)F)C(=CC2)CF)F)=N1 (S)-3-(2-amino-[1,2,4]triazolo[1,5-a]pyridin-7-yl)-N-(2,2-difluoro-3-(4-fluorophenyl)-3-hydroxypropyl)-2-fluoro-6-(fluoromethyl)benzamide